C(C)(C)(C)CCC t-butyl-propane